(2S)-N-(4-(cyclopropylamino)-3,4-dioxo-1-((S)-2-oxopyrrolidin-3-yl)butan-2-yl)-2-((R)-3-(2,4-dichlorophenyl)pentanamido)-4,4-dimethylpentanamide C1(CC1)NC(C(C(C[C@H]1C(NCC1)=O)NC([C@H](CC(C)(C)C)NC(C[C@@H](CC)C1=C(C=C(C=C1)Cl)Cl)=O)=O)=O)=O